2-cyclopentenyl-4,4,5,5-tetramethyl-1,3,2-dioxaborolane C1(=CCCC1)B1OC(C(O1)(C)C)(C)C